C(#N)C=1C=C2C(=NC1)N(N=C2)C2=NC=C(C(=O)NCCC1(CCOCC1)O)C(=C2)NC(C)C 6-(5-cyano-1H-pyrazolo[3,4-b]pyridin-1-yl)-N-(2-(4-hydroxytetrahydro-2H-pyran-4-yl)ethyl)-4-(isopropylamino)nicotinamide